methylpiperazine CN1CCNCC1